8-(2-Hydroxybenzoamido)octanoic acid OC1=C(C(=O)NCCCCCCCC(=O)O)C=CC=C1